ClC=1C=C(C=CC1F)[C@@H](NC(=O)N1[C@H](CNC(C1)=O)CF)C1=NC(=CC=C1)C(F)(F)F (2R)-N-((R)-(3-chloro-4-fluorophenyl)(6-(trifluoro-methyl)pyridin-2-yl)methyl)-2-(fluoromethyl)-5-oxopiperazine-1-carboxamide